COC(=O)C1CC(C1)(F)C1=CC(=CC=C1)Br 3-(3-bromophenyl)-3-fluorocyclobutane-1-carboxylic acid methyl ester